FC(O[C@@H]1C[C@H](N(C1)C(CNC(=O)C1=CC=2C(C3=CC=CC=C3C2C=C1)C)=O)C(=O)OC)F methyl (2S,4R)-4-(difluoromethoxy)-1-((9-methyl-9H-fluorene-2-carbonyl)glycyl)pyrrolidine-2-carboxylate